COC=1C=CC(=NC1)C(=O)NC1=NC=C(C=C1)N1CCN(CC1)C1=NC=CC=C1 5-Methoxy-N-(5-(4-(pyridin-2-yl)piperazin-1-yl)pyridin-2-yl)picolinamid